6-bromo-1-isopropyl-1H-pyrrolo[2,3-b]Pyridine BrC1=CC=C2C(=N1)N(C=C2)C(C)C